6-methyl-2-azaspiro[3.5]nonan CC1CC2(CNC2)CCC1